tert-butyl (1R,5S)-3-(5,7-dichloro-8-fluoro-2-(((2R,7aS)-2-fluorotetrahydro-1H-pyrrolizin-7a(5H)-yl)methoxy-d2)pyrido[4,3-d]pyrimidin-4-yl)-3,8-diazabicyclo[3.2.1]octane-8-carboxylate ClC1=NC(=C(C=2N=C(N=C(C21)N2C[C@H]1CC[C@@H](C2)N1C(=O)OC(C)(C)C)OC([2H])([2H])[C@]12CCCN2C[C@@H](C1)F)F)Cl